2-(naphthalen-1-yl)-4-phenyl-6-(2-(2'-(pyridin-3-yl)spiro[cyclohexane-1,9'-fluoren]-6'-yl)phenyl)-1,3,5-triazine C1(=CC=CC2=CC=CC=C12)C1=NC(=NC(=N1)C1=CC=CC=C1)C1=C(C=CC=C1)C=1C=C2C=3C=CC(=CC3C3(C2=CC1)CCCCC3)C=3C=NC=CC3